6-{[5-(methylcarbamoyl)-4-(phenylamino)pyridin-2-yl]amino}pyridine-3-carboxylic acid CNC(=O)C=1C(=CC(=NC1)NC1=CC=C(C=N1)C(=O)O)NC1=CC=CC=C1